C1(=CC=CC=C1)N1C2=CC=CC=C2C=2C=C(C=CC12)C1=CC2=C(C=C1)N1C(=NC(C=3C=CC=CC13)=O)O2 9-(9-phenylcarbazol-3-yl)-[1,3]benzoxazolo[3,2-a]quinazolin-5-one